3-([1-methyl-4-[1-methyl-4-(3-[[1-methyl-4-(1-methylimidazole-2-amido)imidazol-2-yl]formamido]propanamido)imidazole-2-amido]imidazol-2-yl]formamido)propanoic acid CN1C(=NC(=C1)NC(=O)C=1N(C=C(N1)NC(CCNC(=O)C=1N(C=C(N1)NC(=O)C=1N(C=CN1)C)C)=O)C)C(=O)NCCC(=O)O